NC(C(CC)=O)CC 4-Aminohexan-3-one